(1r,4r)-4-(3-chloro-4-cyanophenoxy)-N-(6-(piperazin-1-yl)pyridazin-3-yl)cyclohexane-1-carboxamide hydrochloride Cl.ClC=1C=C(OC2CCC(CC2)C(=O)NC=2N=NC(=CC2)N2CCNCC2)C=CC1C#N